(S)-5,5-dimethyl-3-(1'-(methylsulfonyl)spiro[cyclobutane-1,3'-indolin]-6'-yl)-1-((2-((1-(pyridin-3-yl)ethyl)amino)pyridin-4-yl)methyl)imidazolidine-2,4-dione CC1(C(N(C(N1CC1=CC(=NC=C1)N[C@@H](C)C=1C=NC=CC1)=O)C1=CC=C2C3(CN(C2=C1)S(=O)(=O)C)CCC3)=O)C